C[C@]12[C@H](CN(C1)[C@H](C)C1=CC=CC=C1)CN(C2)C(=O)OC(C)(C)C Tert-butyl (3aS,6aR)-3a-methyl-5-((R)-1-phenylethyl)hexahydropyrrolo[3,4-c]pyrrole-2(1H)-carboxylate